1-ethyl-5-methyl-1H-pyrazol-4-amine C(C)N1N=CC(=C1C)N